C(C)(C)(C)[Si](OC\C=C(\CC\C=C(\CCC=C(C)C)/C)/C)(C1=CC=CC=C1)C1=CC=CC=C1 tert-butyldiphenyl-{[(2E,6E)-3,7,11-trimethyldodeca-2,6,10-trien-1-yl]oxy}silane